5-(1-(4-(dimethylamino)piperidin-1-yl)ethyl)-6-methyl-2-(1-methyl-1H-imidazol-2-yl)indolizine-7-carboxamide CN(C1CCN(CC1)C(C)C=1N2C=C(C=C2C=C(C1C)C(=O)N)C=1N(C=CN1)C)C